3-chloro-N-(2-fluoro-3-(3-(2-hydroxyethoxy)quinoxaline-6-carbonyl)phenyl)-4-(trifluoromethyl)benzamide ClC=1C=C(C(=O)NC2=C(C(=CC=C2)C(=O)C=2C=C3N=C(C=NC3=CC2)OCCO)F)C=CC1C(F)(F)F